1-(3-bromobenzyl)-N-(4-methoxyphenyl)-5-methyl-1H-pyrazole-3-carboxamide BrC=1C=C(CN2N=C(C=C2C)C(=O)NC2=CC=C(C=C2)OC)C=CC1